octadeca-9,12-dien-1-amine C(CCCCCCCC=CCC=CCCCCC)N